2-fluoro-4-methyl-5-[2-methyl-8-(morpholin-4-yl)imidazo[1,2-a]pyridin-6-yl]aniline FC1=C(N)C=C(C(=C1)C)C=1C=C(C=2N(C1)C=C(N2)C)N2CCOCC2